N-(2,4-dinitrophenyl)-3-iodopyridine [N+](=O)([O-])C1=C(C=CC(=C1)[N+](=O)[O-])N1CC(=CC=C1)I